C(C)OC1=C(C=C(C=C1)F)C1=CC(=C(N=N1)NC1C[C@@H]2[C@@H](CN(C2)CC2CCOCC2)C1)C(F)(F)F (3aR,5s,6aS)-N-(6-(2-ethoxy-5-fluorophenyl)-4-(trifluoromethyl)pyridazin-3-yl)-2-((tetrahydro-2H-pyran-4-yl)methyl)octahydro-cyclopenta[c]pyrrol-5-amine